2-(4-chloro-3-fluorophenoxy)-N-{3-hydroxy-4-[5-(methoxymethyl)-1,3,4-oxadiazol-2-yl]bicyclo[2.2.2]oct-1-yl}acetamide ClC1=C(C=C(OCC(=O)NC23CC(C(CC2)(CC3)C=3OC(=NN3)COC)O)C=C1)F